FC(C=1C=C(CN2C=C(C3=C(C=CC=C23)Br)/C=C(/C(=O)[O-])\C#N)C=C(C1)C(F)(F)F)(F)F (E)-3-(1-(3,5-bis(trifluoromethyl) benzyl)-4-bromo-1H-indol-3-yl)-2-cyanoacrylate